C(C)(=O)NCC1CCN(CC1)CC1=CC(=NC(=C1)C1=CC(=CC(=C1)Cl)Cl)OC=1C=CC(=NC1)N1CCN(CC1)CCP(OCC)(OCC)=O Diethyl (2-(4-(5-((4-((4-(acetamidomethyl)piperidin-1-yl)methyl)-6-(3,5-dichlorophenyl)pyridin-2-yl)oxy)pyridin-2-yl)piperazin-1-yl)ethyl)phosphonate